C1(CC1)C1=NC=C(C(=N1)OC1=CC=CC=C1)C(=O)NCC(=C)S(=O)(=O)C 2-Cyclopropyl-N-(2-(methylsulfonyl)allyl)-4-phenoxypyrimidine-5-carboxamide